C(C)(C)(C)N(C(=O)OC(C)(C)C1=CC(=C(C=C1)OC1=C(C=C(C=C1C)C1CC1)C)Br)CC1=CC(=CC(=C1)NC1=CN(C=C1)C)F 2-(3-bromo-4-(4-cyclopropyl-2,6-dimethylphenoxy)phenyl)propan-2-ol tert-Butyl-(3-fluoro-5-((1-methyl-1H-pyrrol-3-yl)amino)benzyl)carbamate